C(CCCCCCCCCCCCCCCCC)OCCC(=O)NCC β-stearoxy-N-ethylpropaneAmide